2-(9H-fluoren-9-ylmethoxycarbonylamino)ethyl (2S)-4-[4-fluoro-5-[3-(4-fluoro-6-methoxy-isoindolin-5-yl)oxypropoxy]-6-methoxy-benzothiophen-2-yl]-2-methyl-4-oxo-butanoate FC1=C(C(=CC2=C1C=C(S2)C(C[C@@H](C(=O)OCCNC(=O)OCC2C1=CC=CC=C1C=1C=CC=CC21)C)=O)OC)OCCCOC=2C(=C1CNCC1=CC2OC)F